tert-butyl (E)-(3-fluoro-2-(((2-((pyridin-3-ylmethyl)amino)benzo[d]oxazol-6-yl)oxy)methyl)allyl)carbamate F/C=C(\CNC(OC(C)(C)C)=O)/COC1=CC2=C(N=C(O2)NCC=2C=NC=CC2)C=C1